(R)-((1-(2-chloro-5-methylpyrimidine-4-carbonyl)-5,5-difluoropiperidin-2-yl)methyl)carbamic acid tert-butyl ester C(C)(C)(C)OC(NC[C@@H]1N(CC(CC1)(F)F)C(=O)C1=NC(=NC=C1C)Cl)=O